NCCCOCCCN(C(OC(C)(C)C)=O)C Tert-butyl N-[3-(3-aminopropoxy)propyl]-N-methyl-carbamate